COC1=C(C=CC=C1)C1CCN(CC1)C1=NC(=NC2=CC=C(C=C12)N(CCC)C)C1=CC=CC=C1 {4-[4-(2-methoxy-phenyl)-piperidin-1-yl]-2-phenyl-quinazolin-6-yl}-methyl-propyl-amine